2-[3-(4-chloro-3-fluorophenyl)-1-ethyl-1H-1,2,4-triazol-5-yl]-N-[(1R,2R)-2-hydroxy-2,3-dihydro-1H-inden-1-yl]acetamide ClC1=C(C=C(C=C1)C1=NN(C(=N1)CC(=O)N[C@H]1[C@@H](CC2=CC=CC=C12)O)CC)F